4-(2-((1-(1-((Benzyloxy)carbonyl)piperidin-4-yl)-1H-pyrazol-4-yl)amino)-5-chloropyrimidin-4-yl)benzoic Acid C(C1=CC=CC=C1)OC(=O)N1CCC(CC1)N1N=CC(=C1)NC1=NC=C(C(=N1)C1=CC=C(C(=O)O)C=C1)Cl